N-(6-METHOXY-1-METHYL-1H-INDAZOL-7-YL)-6-(4-(TRIFLUOROMETHYL)-1H-IMIDAZOL-1-YL)PYRIDINE-3-SULFONAMIDE COC1=CC=C2C=NN(C2=C1NS(=O)(=O)C=1C=NC(=CC1)N1C=NC(=C1)C(F)(F)F)C